C(N)(O[C@H]1CSC2=C(NC1=O)C=C(C=C2)C2=NOC(=N2)C2(COC2)NC(=O)OC(C)(C)C)=O (3R)-7-[5-[3-(tert-butoxycarbonylamino)oxetan-3-yl]-1,2,4-oxadiazol-3-yl]-4-oxo-3,5-dihydro-2H-1,5-benzothiazepin-3-yl carbamate